(S)-2-(5-bromo-4-isopropyl-2-oxopyrimidin-1(2H)-yl)-4-methylpentanoic acid methyl ester COC([C@H](CC(C)C)N1C(N=C(C(=C1)Br)C(C)C)=O)=O